F[C@H]1CN(CC[C@H]1NC1=CC=CC=2N1N=C(C2CC(F)(F)F)C#CCNC(=O)C2=CC=NC=C2)C N-[3-(7-{[(3S,4R)-3-fluoro-1-methylpiperidin-4-yl]amino}-3-(2,2,2-trifluoroethyl)pyrazolo[1,5-a]pyridin-2-yl)prop-2-yn-1-yl]pyridine-4-carboxamide